C1C=C2C=CC=CC=C2S1 thiaazulene